C1(=CC=CC2=CC=CC=C12)C1=C(OC2=C1C=CC=C2)B(O)O naphthylbenzofuran-2-boronic acid